CC1=NC(=CC(=C1)C=1C(=NN(C1C(=O)O)C=1SC(=C(N1)C#CC1=CC=CC=C1)SC(C)C)C)C 4-(2,6-dimethylpyridin-4-yl)-1-(5-(isopropylsulfanyl)-4-(phenylethynyl)thiazol-2-yl)-3-methyl-1H-pyrazole-5-carboxylic acid